N-(5-(difluoromethoxy)-1H-pyrazol-3-yl)-6-(((2S,4R)-2-methylazepan-4-yl)oxy)pyrazin-2-amine FC(OC1=CC(=NN1)NC1=NC(=CN=C1)O[C@H]1C[C@@H](NCCC1)C)F